FC(C(C(F)(F)F)(OCC(C(C(F)(F)F)(F)F)(F)F)F)(F)F 1,1,1,2,3,3,3-heptafluoro-2-(2,2,3,3,4,4,4-heptafluorobutoxy)propane